BrC=1C(=NN2C1OCC1(C2)C(C1)(F)F)C1=NC=C(C=C1)F 3'-Bromo-2,2-difluoro-2'-(5-fluoropyridin-2-yl)-5'H,7'H-spiro[cyclopropane-1,6'-pyrazolo[5,1-b][1,3]oxazine]